FC(C(=O)NNC(\C=C/N1N=C(N=C1)C1=CC(=CC(=C1)C(F)(F)F)S(F)(F)(F)(F)F)=O)(C)C (Z)-N'-(2-fluoro-2-methylpropanoyl)-3-(3-(3-(pentafluoro-sulfaneyl)-5-(trifluoromethyl)phenyl)-1H-1,2,4-triazol-1-yl)acrylohydrazide